(R)-8-(8-((2-amino-3-chloropyridin-4-yl)thio)imidazo[1,2-c]pyrimidin-5-yl)-8-azaspiro[4.5]decan-1-amine NC1=NC=CC(=C1Cl)SC=1C=2N(C(=NC1)N1CCC3(CCC[C@H]3N)CC1)C=CN2